3-(3-ethoxy-3-oxopropionyl)piperidine-1-carboxylic acid benzyl ester C(C1=CC=CC=C1)OC(=O)N1CC(CCC1)C(CC(=O)OCC)=O